3-(4-diethylamino-2-ethoxyphenyl)-3-(1-ethyl-2-methylindol-3-yl)-4-phenylphthalide C(C)N(C1=CC(=C(C=C1)C1(OC(=O)C2=CC=CC(=C12)C1=CC=CC=C1)C1=C(N(C2=CC=CC=C12)CC)C)OCC)CC